CC1=C(C(=C(C=C1C)C)C)C1=C(C(=CC(=C1C)C)C)C 2,2',3,3',5,5',6,6'-octamethyl-1,1'-biphenyl